1-[4-[3-(1,3-dioxolan-2-yl)propoxy]phenyl]-3-[(4-methoxyphenyl)methyl]hexahydropyrimidine-2,4-dione O1C(OCC1)CCCOC1=CC=C(C=C1)N1C(N(C(CC1)=O)CC1=CC=C(C=C1)OC)=O